C(C)(C)(C)OC(=O)N1CCC(CC1)CN1CCC(CC1)(O)C1=CC=C2C(=NN(C2=C1)C)C1C(NC(CC1)=O)=O tert-butyl-4-((4-(3-(2,6-dioxopiperidin-3-yl)-1-methyl-1H-indazol-6-yl)-4-hydroxypiperidin-1-yl)methyl)piperidine-1-carboxylate